(S)-2-amino-N-(4-(3,5-dimethylisoxazol-4-yl)phenyl)-2-((1r,4S)-4-Methylcyclohexyl)acetamide hydrochloride Cl.N[C@H](C(=O)NC1=CC=C(C=C1)C=1C(=NOC1C)C)C1CCC(CC1)C